C(=C/CCCC)/C1=C(C(C(=O)O)=CC=C1)O.OC1=C(C(=O)OCC\C=C/CC)C=CC=C1 (Z)-hex-3-en-1-yl 2-hydroxybenzoate (Cis-3-hexenyl salicylate)